[C@@H]12OC[C@@H](N(C1)CC1=C(C=CC(=N1)C=1C=NC(=CC1NC1=NC(=NC(=C1)CC)C(C)(F)F)NC(C)=O)F)C2 N-(6-(((1S,4S)-2-oxa-5-azabicyclo[2.2.1]heptan-5-yl)methyl)-4'-((2-(1,1-difluoroethyl)-6-ethylpyrimidin-4-yl)amino)-5-fluoro-[2,3'-bipyridin]-6'-yl)acetamide